CNC=1C=2N(N=CC1)C(=CN2)C(=O)NC2C(C2)C 8-(methylamino)-N-(2-methylcyclopropyl)imidazo[1,2-b]pyridazine-3-carboxamide